BrCCCCSSCCCCBr bromobutyl disulfide